COC(=O)C=1C=C(C=C2C=CN(C12)CC1=CC=C(C=C1)C(F)(F)F)Cl 5-chloro-1-(4-(trifluoromethyl)benzyl)-1H-indole-7-carboxylic acid methyl ester